(R)-N'-((1,2,3,5,6,7-hexahydro-s-indacen-4-yl)carbamoyl)-4-((isopropylamino)methyl)-benzenesulfonimidamide C1CCC2=C(C=3CCCC3C=C12)NC(=O)N=[S@](=O)(N)C1=CC=C(C=C1)CNC(C)C